C(C)(C)S(=O)(=O)C=1C=C2C(=CC=NC2=CC1)NC=1C=CC2=C(N=CS2)C1 N-(6-(isopropylsulfonyl)quinolin-4-yl)benzo[d]thiazol-5-amine